ClC1=NC(=CC(=C1)C([C@@H]1CC[C@H](CC1)C(=O)N[C@@H]1CNC[C@@H]1N)(F)F)N1CCN(CC1)S(=O)(=O)C1=CC=C(C=C1)N1C(C[C@H](C1)N)=O Trans-4-[[2-chloro-6-[4-[4-[(4R)-4-amino-2-oxo-pyrrolidin-1-yl]phenyl]sulfonylpiperazin-1-yl]-4-pyridinyl]-difluoro-methyl]-N-[cis-4-aminopyrrolidin-3-yl]cyclohexanecarboxamide